Cl.CNCCC(F)(F)F methyl-(3,3,3-trifluoropropyl)amine hydrochloride